N[C@@H](C(=O)NC1=CC(=C(C=C1)C1=C2C(=NC=C1)NC(=C2)C)C)CC(C)(C)C (2R)-2-Amino-4,4-dimethyl-N-[3-methyl-4-(2-methyl-1H-pyrrolo[2,3-b]pyridin-4-yl)phenyl]pentanamide